O=C1N(CC=2C=C3C(=CC12)OCC31CCN(CC1)CC=1C=CC=C3C=CC=NC13)C1C(NC(CC1)=O)=O 3-(7-oxo-1'-(quinolin-8-ylmethyl)-5,7-dihydro-2H,6H-spiro[furo[2,3-f]isoindole-3,4'-piperidin]-6-yl)piperidine-2,6-dione